N1=C(C=CC=C1)CC(=O)[O-].[K+] potassium 2-(pyridin-2-yl)acetate